CC(=CCN1C=C(C2=CC=C(C=C12)N)C#N)C 1-(3-methylbut-2-en-1-yl)-6-amino-1H-indole-3-carbonitrile